4-(cyclopentyl-methoxy)-2-fluoro-5-methoxybenzoic acid C1(CCCC1)COC1=CC(=C(C(=O)O)C=C1OC)F